3-(7-bromo-2-chloro-8-fluoro-6-iodo-quinazolin-4-yl)-3,8-diazabicyclo[3.2.1]Octane-8-carboxylic acid tert-butyl ester C(C)(C)(C)OC(=O)N1C2CN(CC1CC2)C2=NC(=NC1=C(C(=C(C=C21)I)Br)F)Cl